NC=1C=C(C=CC1OCOCCOC)N1C(C2=CC(=C(C=C2CC1)Br)OC)=O 2-(3-amino-4-((2-methoxyethoxy)methoxy)phenyl)-6-bromo-7-methoxy-3,4-dihydroisoquinolin-1(2H)-one